N-(2-methoxy-6-methyl-5,6,7,8-tetrahydro-1,6-naphthyridin-3-yl)-8-phenylquinolin-2-amine COC1=NC=2CCN(CC2C=C1NC1=NC2=C(C=CC=C2C=C1)C1=CC=CC=C1)C